4-(cyclohexylamino)-2-((2-methoxy-4-(1-methyl-1H-1,2,4-triazol-5-yl)phenyl)amino)-7H-pyrrolo[2,3-d]pyrimidine-5-carbonitrile C1(CCCCC1)NC=1C2=C(N=C(N1)NC1=C(C=C(C=C1)C1=NC=NN1C)OC)NC=C2C#N